ClC1=C(C=CC(=C1)C)N1C(C(CC1)NC(C(=O)C1=CNC2=CC=C(C=C12)O)=O)=O N-(1-(2-chloro-4-methylphenyl)-2-oxopyrrolidin-3-yl)-2-(5-hydroxy-1H-indol-3-yl)-2-oxoacetamide